CC1(C2C(N(C(C12)=O)CC1=CC2=NC=CC(=C2S1)C1=NC(=CC(=C1C(=O)N1CCNCC1)C)C(F)(F)F)=O)C 6,6-dimethyl-3-((7-(4-methyl-3-(piperazine-1-carbonyl)-6-(trifluoromethyl)pyridin-2-yl)thieno[3,2-b]pyridin-2-yl)methyl)-3-azabicyclo[3.1.0]hexane-2,4-dione